5-amino-8-(2,6-dimethyl-4-pyridyl)-2-[1-(5-fluoro-2-pyridyl)propyl]-7-phenyl-[1,2,4]triazolo[4,3-c]pyrimidin-3-one NC1=NC(=C(C=2N1C(N(N2)C(CC)C2=NC=C(C=C2)F)=O)C2=CC(=NC(=C2)C)C)C2=CC=CC=C2